C(#N)[C@H]1N(CSC1)C(CNC(=O)C1=CC=NC2=CC=C(C=C12)C1CCC(CC1)OC)=O N-(2-((R)-4-cyanothiazolidin-3-yl)-2-oxoethyl)-6-((1R,4RS)-4-methoxycyclohexyl)quinoline-4-carboxamide